5-Bromo-4-isothiocyanato-2,3-dihydrobenzofuran BrC=1C=CC2=C(CCO2)C1N=C=S